[(2R,3S)-4,4-dideuterio-2-ethynyl-2-(hydroxymethyl)-5-oxo-tetrahydrofuran-3-yl] 4-methylbenzoate CC1=CC=C(C(=O)O[C@@H]2[C@](OC(C2([2H])[2H])=O)(CO)C#C)C=C1